chlorothiopinyl propionate C(CC)(=O)OC12C(CCC(C1(C)C)C2)(C)SCl